CN1CCCC1 Methyl-(2R)-pyrrolidine